5-chloro-1,3-dimethoxy-2-methylbenzene ClC=1C=C(C(=C(C1)OC)C)OC